ClC=1C=C(C=2N(N1)C=CN2)C2=CC=C(NCC1CC1)C=C2 4-(6-chloroimidazo[1,2-b]pyridazin-8-yl)-N-(cyclopropylmethyl)aniline